C(COCCC(=O)O)OCCC(=O)O 3'-[1,2-ethanediylbis(oxy)]bis-propionic acid